N1C=NC2=C1C=CC(=C2)NC(CN)C2=C(C(=C(C=C2)C2=CSC(=C2)CC)F)F N1-(1H-benzimidazol-5-yl)-1-[4-(5-ethylthiophen-3-yl)-2,3-difluorophenyl]ethane-1,2-diamine